2-oxopyrrolidin-1-yl-acetic acid ethyl ester C(C)OC(CN1C(CCC1)=O)=O